COC(=O)N1CCC1 Azetidine-1-carboxylic acid methyl ester